6-Bromo-3-((5-(5-(difluoromethyl)-1,3,4-oxadiazol-2-yl)pyridin-2-yl)methyl)-1-methylquinazolin-2,4(1H,3H)-dione BrC=1C=C2C(N(C(N(C2=CC1)C)=O)CC1=NC=C(C=C1)C=1OC(=NN1)C(F)F)=O